4-(6-Hydroxyhexyloxy)benzaldehyde OCCCCCCOC1=CC=C(C=O)C=C1